COC(=O)C1=NC=CC(=C1)NC(CC1=C(C=CC(=C1)F)F)=O 4-[[2-(2,5-difluorophenyl)acetyl]amino]pyridine-2-carboxylic acid methyl ester